tert-Butyl (S)-5-(4-(6-chloro-3-((1-(4-chlorobenzoyl)-4-hydroxypiperidin-4-yl)methyl)-4-oxo-3,4-dihydro-7H-pyrrolo[2,3-d]pyrimidin-7-yl)phenyl)-2,2-dimethylmorpholine-4-carboxylate ClC1=CC2=C(N=CN(C2=O)CC2(CCN(CC2)C(C2=CC=C(C=C2)Cl)=O)O)N1C1=CC=C(C=C1)[C@H]1COC(CN1C(=O)OC(C)(C)C)(C)C